4-(imidazolylamino)cyclohexanone N1C(=NC=C1)NC1CCC(CC1)=O